dioleoyldiethylhydroxyethylammonium C(CCCCCCC\C=C/CCCCCCCC)(=O)C(C[NH+](CC)CC)(O)C(CCCCCCC\C=C/CCCCCCCC)=O